2-((2-methoxy-4-(1-(oxetan-3-yl)-4-oxido-1,4-azaphosphinan-4-yl)phenyl)amino)-4-((tetrahydro-2H-pyran-4-yl)amino)-7H-pyrrolo[2,3-d]pyrimidine-5-carbonitrile COC1=C(C=CC(=C1)P1(CCN(CC1)C1COC1)=O)NC=1N=C(C2=C(N1)NC=C2C#N)NC2CCOCC2